[N+](=O)([O-])C1=CC2=CC=C3C=CC=C4C=C(C(=C1)C2=C43)[N+](=O)[O-] 2,4-dinitropyrene